5-{4-[4-(5-ethyl-3-methylpyridin-2-yl)piperazine-1-carbonyl]phenyl}-5-isobutylimidazolidine-2,4-dione C(C)C=1C=C(C(=NC1)N1CCN(CC1)C(=O)C1=CC=C(C=C1)C1(C(NC(N1)=O)=O)CC(C)C)C